C(C)(=O)O.CN(CC)C dimethyl-ethylamine acetate